CCN(CC)CCBr.Br 2-bromo-N,N-diethylethylamine HBr